1,4-dioxo-8-azaspiro[4.5]decan-8-yl benzoate C(C1=CC=CC=C1)(=O)ON1CCC2(C(CCC2=O)=O)CC1